FC=1C=C(C=CC1)C=1C=C2N(CCN=C2C2=CC(=C(C(=C2)OC)OC)OC)C1 7-(3-fluorophenyl)-1-(3,4,5-trimethoxyphenyl)-3,4-dihydropyrrolo[1,2-a]pyrazine